6-((3-(methyl(3-((2-methyl-4,7-dioxo-4,7-dihydrobenzo[d]-thiazol-5-yl)amino)propyl)amino)propyl)amino)benzo[d]oxazole-4,7-dione CN(CCCNC=1C(C2=C(N=CO2)C(C1)=O)=O)CCCNC1=CC(C2=C(N=C(S2)C)C1=O)=O